C1(C(C=CC=C1)C)(C)OP(=O)(O)Cl.FC=1C=C2C(=CNC2=CC1)CCCNS(=O)(=O)C1=CC=C(C=C1)OCCCN1CCN(CC1)CC(F)(F)F N-(3-(5-fluoro-1H-indol-3-yl)propyl)-4-(3-(4-(2,2,2-trifluoroethyl)piperazin-1-yl)propoxy)benzenesulfonamide xylenyl-chlorophosphate